C(C)C(C(=O)[O-])CCCC.[Bi+3].C(C)C(C(=O)[O-])CCCC.C(C)C(C(=O)[O-])CCCC Bismuth(III) 2-ethylhexanoat